methyl 2-azido-3-(1-methyl-2-oxo-1,2-dihydropyridin-3-yl)acrylate N(=[N+]=[N-])C(C(=O)OC)=CC=1C(N(C=CC1)C)=O